o-cresylglycidyl ether C=1(C(=CC=CC1)C)OCC1CO1